Cl.Cl.N(=NC(C)(C)C=1NCCCCN1)C(C)(C)C=1NCCCCN1 2,2'-azobis[2-(4,5,6,7-tetrahydro-1H-1,3-diazepin-2-yl)propane] Dihydrochloride salt